FC1=C(C=C(C=C1)C1=NNC(=C1C(C)C)C=1C=C(C=2N(C1)N=CN2)C)[C@H](C)NCCC (S)-N-(1-(2-fluoro-5-(4-isopropyl-5-(8-methyl-[1,2,4]triazolo[1,5-a]pyridin-6-yl)-1H-pyrazol-3-yl)phenyl)ethyl)propan-1-amine